OCC(C1=NC=NC(=C1)OCC(F)(F)F)NC(=O)NC1CC2(CC2)C1 1-{2-hydroxy-1-[6-(2,2,2-trifluoro-ethoxy)-pyrimidin-4-yl]-ethyl}-3-spiro[2.3]hex-5-yl-urea